NC1=C(C(=NC=N1)N1C[C@@H]([C@H](CC1)C(=O)N)N1C(C(CCC1)NC1=CC(=CC(=C1)OC(F)(F)F)Cl)=O)F (3'R,4'S)-1'-(6-amino-5-fluoropyrimidin-4-yl)-3-((3-chloro-5-(trifluoromethoxy)phenyl)amino)-2-oxo-[1,3'-bipiperidine]-4'-carboxamide